4-((2-(piperidin-4-yl)ethoxy)methyl)piperidin N1CCC(CC1)CCOCC1CCNCC1